3-bromo-4-((2-(trimethylsilyl)ethoxy)methoxy)pyridine BrC=1C=NC=CC1OCOCC[Si](C)(C)C